[C@H]12CN(C[C@H](CC1)N2)C2=NC(=NC1=C(C(=CC=C21)C2=CC(=CC1=CC=CC=C21)O)F)OCC2(COC2)C 4-(4-((1R,5S)-3,8-diazabicyclo[3.2.1]octan-3-yl)-8-fluoro-2-((3-methyloxetan-3-yl)methoxy)quinazolin-7-yl)naphthalen-2-ol